NC(C(=O)O)CC(=O)C1=C(C(=CC=C1)OC1O[C@@H]([C@H]([C@@H]([C@H]1O)O)O)CO)N 2-amino-4-(2-amino-3-(((3R,4S,5S,6R)-3,4,5-trihydroxy-6-(hydroxymethyl)tetrahydro-2H-pyran-2-yl)oxy)phenyl)-4-oxobutanoic acid